C(C1=CC=CC=C1)OC=1C=C2C(=CC=NC2=CC1)Br 6-(benzyloxy)-4-bromoquinoline